ClC1=CC(=C2C=C(NC2=C1F)C(=O)N1CCN(CC1)C1=NC=CC=C1OC)N1N=C(C=C1C)C (6-Chloro-4-(3,5-dimethyl-1H-pyrazol-1-yl)-7-fluoro-1H-indol-2-yl)(4-(3-methoxypyridin-2-yl)piperazin-1-yl)methanone